3-chloro-4-[(3,5-difluoropyridin-2-yl)(2H2)methoxy]-2'-(1-ethoxyethenyl)-3'-fluoro-5',6-dimethyl-[1,4'-bipyridin]-2-one ClC=1C(N(C(=CC1OC([2H])([2H])C1=NC=C(C=C1F)F)C)C1=C(C(=NC=C1C)C(=C)OCC)F)=O